(3-phenoxyphenyl)methyl acrylate C(C=C)(=O)OCC1=CC(=CC=C1)OC1=CC=CC=C1